NC=1C=C(C=C(C1)C(F)(F)F)C(C)NN1CCC(C=C1)=O 1-((1-(3-amino-5-(trifluoromethyl)phenyl)ethyl)amino)-4-oxo-3,4-dihydropyridine